4-(4,4,5,5-tetramethyl-1,3,2-dioxaborolan-2-yl)-2,3-dihydrobenzofuran-7-amine CC1(OB(OC1(C)C)C1=CC=C(C2=C1CCO2)N)C